1,2,3,6-tetrahydropyridin-3-ol formate C(=O)OC1CNCC=C1